4-Iodo-1,2-bis(methyl-d3)benzene IC1=CC(=C(C=C1)C([2H])([2H])[2H])C([2H])([2H])[2H]